N-[3-[(2,6-dioxo-3-piperidinyl)amino]phenyl]acetamide hydrochloride Cl.O=C1NC(CCC1NC=1C=C(C=CC1)NC(C)=O)=O